3-Glycidoxypropyl-methyl-dimethoxysilan C(C1CO1)OCCC[Si](OC)(OC)C